C12C(CC(C=C1)C2)CNC2=CC=CC=C2 N-((bicyclo[2.2.1]hept-5-en-2-yl)methyl)aniline